P(=O)(O)(O)O.CC1=C(NC(=O)C2=CC3=CC=CC=C3C=C2O)C=CC(=C1)C 3-Hydroxy-2-naphthoic acid 2,4-dimethylanilide phosphate